CN1C(CCC2=NC(=CC=C12)C=1C=NC=CC1)=O 1-Methyl-6-pyridin-3-yl-3,4-dihydro-1H-[1,5]naphthyridin-2-on